1-(4-(3,3-DIMETHYLPYRROLIDIN-1-YL)PYRIDIN-2-YL)-N-(1-METHYL-1H-INDAZOL-7-YL)-1H-PYRAZOLE-4-SULFONAMIDE CC1(CN(CC1)C1=CC(=NC=C1)N1N=CC(=C1)S(=O)(=O)NC=1C=CC=C2C=NN(C12)C)C